(+/-)-trans-3-aminobicyclo[2.2.2]Octane-2-carboxylic acid methyl ester COC(=O)C1C2CCC(C1N)CC2